(R)-6-(6-acetyl-2,6-diazaspiro[3.3]heptan-2-yl)-N-(2-(4-cyanothiazolidine-3-yl)-2-oxoethyl)quinoline-4-carboxamide C(C)(=O)N1CC2(CN(C2)C=2C=C3C(=CC=NC3=CC2)C(=O)NCC(=O)N2CSC[C@H]2C#N)C1